C(C)N(C1=CC(=C(C=C1)C=O)O)CC (4-diethylamino-2-hydroxy-phenyl)-methanone